O=C1NC(CCC1N1C(C2=CC=CC(=C2C1)C1CCN(CC1)CCCCCCCC(=O)NC1=C2C(N(C(C2=CC=C1)=O)[C@H](CS(=O)(=O)C)C1=CC(=C(C=C1)OC)OCC)=O)=O)=O 8-(4-(2-(2,6-Dioxopiperidin-3-yl)-1-oxoisoindolin-4-yl)piperidin-1-yl)-N-(2-((S)-1-(3-ethoxy-4-methoxyphenyl)-2-(methylsulfonyl)ethyl)-1,3-dioxoisoindolin-4-yl)octanamide